2-(3-Cyano-phenyl)-5-trifluoromethyl-2H-pyrazole-3-carboxylic acid {3-[(cyclopropylmethyl-amino)-(2-fluoro-phenyl)-methyl]-phenyl}-amide C1(CC1)CNC(C=1C=C(C=CC1)NC(=O)C=1N(N=C(C1)C(F)(F)F)C1=CC(=CC=C1)C#N)C1=C(C=CC=C1)F